C(C)(C)(C)OC(=O)N1CC=C(CC1)C=1C=C(C=NC1)OCC1=CC=CC=C1 5-(1-tert-Butoxycarbonyl-1,2,5,6-tetrahydropyridin-4-yl)-3-benzyloxy-pyridine